(3,5-difluoro-4-((6-(1-(hydroxymethyl)cyclopropoxy)-7-methoxy-1,5-naphthyridin-4-yl)oxy)phenyl)-4-methoxynicotinamide FC=1C=C(C=C(C1OC1=CC=NC2=CC(=C(N=C12)OC1(CC1)CO)OC)F)C1=C(C(=O)N)C(=CC=N1)OC